5-(5-Ethoxy-2-(4-fluorophenyl)pyridin-3-yl)-1H-indazole C(C)OC=1C=C(C(=NC1)C1=CC=C(C=C1)F)C=1C=C2C=NNC2=CC1